FC1=C(C=CC(=C1)OCCN1CCOCC1)C1=NC=CC2=C1N=C(N=C2N)NC2=CC=C(C=C2)N2CCOCC2 8-(2-fluoro-4-(2-morpholinoethoxy)phenyl)-N2-(4-morpholinophenyl)pyrido[3,4-d]pyrimidine-2,4-diamine